FC1=CC=2C(C3=CC=CC=C3C2C=C1)=CC=1C(=NC=CC1)OCCNC(CCCCCCC(=O)O)=O 8-((2-((3-((2-fluoro-9H-fluoren-9-ylidene)methyl)pyridin-2-yl)oxy)ethyl)amino)-8-oxooctanoic acid